lithium aluminum potassium sodium [Na].[K].[Al].[Li]